ClC=1C(=NC(=NC1)NC1=CC=NN1C)C1=CC=2C(N(CCC2S1)C(C(=O)OC(C)(C)C)C)=O tert-Butyl 2-(2-(5-chloro-2-((1-methyl-1H-pyrazol-5-yl)amino)pyrimidin-4-yl)-4-oxo-6,7-dihydrothieno[3,2-c]pyridin-5(4H)-yl)propionate